Methyl (((cis-3-(2-amino-6-methoxy-9H-purin-9-yl)cyclobutyl) methoxy)(3-bromophenoxy) phosphoryl)-L-alaninate NC1=NC(=C2N=CN(C2=N1)[C@H]1C[C@H](C1)COP(=O)(OC1=CC(=CC=C1)Br)N[C@@H](C)C(=O)OC)OC